C1(=CC=C(C=C1)C=1OC2=C(N1)C=CC=C2)C=2OC1=C(N2)C=CC=C1 p-phenylene-benzobisoxazole